C(C1=CC=CC=C1)C1OCCN(C1)C1=NC=C2C(=N1)N(N=C2C=2C(=C(C(=C(C2)C(F)(F)F)F)O)F)C 3-(6-(2-benzylmorpholino)-1-methyl-1H-pyrazolo[3,4-d]pyrimidin-3-yl)-2,6-difluoro-5-(trifluoromethyl)phenol